7-(difluoromethyl)-3-oxoisoindoline-5-carbaldehyde FC(C=1C=C(C=C2C(NCC12)=O)C=O)F